N6-(3-iodobenzyl)-9-methyl-2-propylaminoadenine IC=1C=C(CNC2=C3N=CN(C3=NC(=N2)NCCC)C)C=CC1